C[Si](CCOCN1C=NC2=C1C(=CC=C2)CO)(C)C (3-[[2-(trimethylsilyl)ethoxy]methyl]-1,3-benzodiazol-4-yl)methanol